(tetrafluoropropane-2,2-diyl)bis(cyclohexane-1,2-dicarboxylic acid) FCC(C(F)(F)F)(C1(C(CCCC1)C(=O)O)C(=O)O)C1(C(CCCC1)C(=O)O)C(=O)O